OCCCCCC=1C(=NN(N1)C)C(=O)OC(C)(C)C tert-butyl 5-(5-hydroxypentyl)-2-methyl-2H-1,2,3-triazole-4-carboxylate